O1CCC2=C1C(=CC=C2)CNCC[C@@]2(CC1(OCC2)CC2CC2C1)C1=NC=CC=C1 N-((2,3-dihydrobenzofuran-7-yl)methyl)-2-((4'R)-4'-(pyridin-2-yl)tetrahydrospiro[bicyclo[3.1.0]hexane-3,2'-pyran]-4'-yl)ethylamine